BrC=1C=CC(=C2NCC(NC12)=O)Cl 8-bromo-5-chloro-1,2,3,4-tetrahydroquinoxalin-2-one